[1,3-bis[2,6-bis(isopropyl)phenyl]-2-imidazolidinylidene]difluoromethyl-silver (I) C(C)(C)C1=C(C(=CC=C1)C(C)C)N1C(N(CC1)C1=C(C=CC=C1C(C)C)C(C)C)=[Ag-2]C(F)F